tert-butyl 4-(4-methoxy-6-(methoxycarbonyl)pyridin-3-yl)piperazine-1-carboxylate COC1=C(C=NC(=C1)C(=O)OC)N1CCN(CC1)C(=O)OC(C)(C)C